2-(1-methyl-1H-indazol-5-yl)-7-(4-methylpiperazin-1-yl)-4H-pyrido[1,2-a]pyrimidin-4-one CN1N=CC2=CC(=CC=C12)C=1N=C2N(C(C1)=O)C=C(C=C2)N2CCN(CC2)C